C(C)(=O)C1=NN(C2=CC=C(C=C12)C=1C=NC(=NC1)SC)CC(=O)O (3-acetyl-5-(2-(methylthio)pyrimidin-5-yl)-1H-indazol-1-yl)acetic acid